N-(1-(4-ethylcyclohexyl)-2-((2-((R)-4-isopropyl-2-oxoimidazolidin-1-yl)-2-(methylcarbamoyl)-2,3-dihydro-1H-inden-5-yl)amino)-2-oxoethyl)-1-methyl-1H-pyrazole-5-carboxamide C(C)C1CCC(CC1)C(C(=O)NC=1C=C2CC(CC2=CC1)(C(NC)=O)N1C(N[C@@H](C1)C(C)C)=O)NC(=O)C1=CC=NN1C